2-(3-(3-cyclopropoxy-4-fluorophenyl)-5-(cyclopropylmethyl)-4-(3-fluoro-4-sulfamoylbenzyl)-1H-pyrazol-1-yl)thiazole-4-carboxylic acid C1(CC1)OC=1C=C(C=CC1F)C1=NN(C(=C1CC1=CC(=C(C=C1)S(N)(=O)=O)F)CC1CC1)C=1SC=C(N1)C(=O)O